(2S,4r)-1-[(2S)-2-(10-aminodecanoylamino)-3,3-dimethylbutyryl]-4-hydroxy-N-[[4-(4-methyl-1,3-thiazol-5-yl)phenyl]methyl]pyrrolidine-2-carboxamide silicon-calcium-chromium [Cr].[Ca].[Si].NCCCCCCCCCC(=O)N[C@H](C(=O)N1[C@@H](C[C@H](C1)O)C(=O)NCC1=CC=C(C=C1)C1=C(N=CS1)C)C(C)(C)C